[N+](=O)([O-])C=1C=CC2=C(C(=N[C@H](C=3N2C(=NN3)SCCO)CCC(=O)OC)C3=C(C=CC=C3)F)C1 methyl (S)-3-(8-nitro-6-(2-fluorophenyl)-1-((2-hydroxyethyl)thio)-4H-benzo[f][1,2,4]triazolo[4,3-a][1,4]diazepin-4-yl)propionate